OC1(CCN(CC1)C(=O)NC1=NC2=C(N1)C(=CC=C2C=2C=NN(C2)CC(C)C)OC)C 4-hydroxy-N-{7-methoxy-4-[1-(2-methylpropyl)-1H-pyrazol-4-yl]-1H-1,3-benzodiazol-2-yl}-4-methylpiperidine-1-carboxamide